CC1=C(C2=C(C=C1)C3=CC(=C(C=C3C=C2)C(C)C)OC)C The molecule is a diterpenoid that is phenanthrene substituted by a methoxy group at position 6, methyl groups at position 1 and 2 and an isopropyl group at position 7. A norabietane derivative, it is isolated from the roots of Salvia multicaulis and exhibits antitubercular activity. It has a role as a metabolite and an antitubercular agent. It is a diterpenoid, a member of phenanthrenes and an aromatic ether.